ethyl 4-nitrophenylazobenzylcyanoacetate [N+](=O)([O-])C1=CC=C(C=C1)N=NC(C(=O)OCC)(C#N)CC1=CC=CC=C1